C(C=C)(=O)N1CCC(CC1)N1C(NC=2C(=NC=3C(=C(C(=CC3C21)Cl)Br)F)OC[C@H]2N(CCC2)C)=O (S)-1-(1-acryloylpiperidin-4-yl)-7-bromo-8-chloro-6-fluoro-4-((1-methylpyrrolidin-2-yl)methoxy)-1,3-dihydro-2H-imidazo[4,5-c]quinolin-2-one